2-butoxy-7-((1,2,3,4-tetrahydroisoquinolin-7-yl)methyl)-5H-pyrrolo[3,2-d]pyrimidin-4-amine C(CCC)OC=1N=C(C2=C(N1)C(=CN2)CC2=CC=C1CCNCC1=C2)N